2-((1S,2R)-1-(2-chlorophenyl)-1-(3,6-dimethylpyrazin-2-yl)propan-2-yl)-5-hydroxy-N-(isoxazol-4-yl)-1-methyl-6-oxo-1,6-dihydropyrimidine-4-carboxamide ClC1=C(C=CC=C1)[C@H]([C@@H](C)C=1N(C(C(=C(N1)C(=O)NC=1C=NOC1)O)=O)C)C1=NC(=CN=C1C)C